3-chloro-7-((2S,5R)-2,5-dimethyl-4-((S)-1-(quinoxalin-6-yl)ethyl)piperazin-1-yl)-4-methyl-2-(tetrahydro-2H-pyran-2-yl)-2,4-dihydro-5H-pyrazolo[4,3-d]pyrimidin-5-one ClC=1N(N=C2C1N(C(N=C2N2[C@H](CN([C@@H](C2)C)[C@@H](C)C=2C=C1N=CC=NC1=CC2)C)=O)C)C2OCCCC2